N[C@@H](C(=O)O)CNC(C1=CC(=CC(=C1)F)N1C(=NN=C1C)C)=O (R)-2-amino-3-(3-(3,5-dimethyl-4H-1,2,4-triazol-4-yl)-5-fluorobenzamido)propanoic acid